[Y].[K] Kalium-Yttrium